FC1=C(CNP(OC2=CC=CC3=CC=CC=C23)(O)=O)C(=CC=C1)F naphthalen-1-yl hydrogen (2,6-difluorobenzyl)phosphoramidate